C(C)OC1=C(C=C(C=C1)N1C2(CCC2)C(N(C1=S)C1=C(C(=C(C#N)C=C1)C(F)(F)F)F)=O)C1=NN2C(C(N1)=O)=C(N=C2CCC)C 4-(5-(4-ethoxy-3-(5-methyl-4-oxo-7-propyl-3,4-dihydroimidazo[5,1-f][1,2,4]triazin-2-yl)phenyl)-8-oxo-6-thioxo-5,7-diazaspiro[3.4]octan-7-yl)-3-fluoro-2-(trifluoromethyl)benzonitrile